C(C)(C)(C)OC(NC1=CC=2N(C=C1C)N=CC2)=O (6-methyl-pyrazolo[1,5-a]pyridin-5-yl)-carbamic acid tert-butyl ester